CN(C1=CC=C(C=C1)C1=CC=C(C=C1)[C@H](N(C(=O)[C@@H]1[C@@H]2CC[C@H](C1)C2)C=2C=C(C=C(C2)F)/C=C/C(=O)OC)[2H])C methyl (E)-3-(3-((1R,2S,4S)-N-((R)-(4'-(dimethylamino)-[1,1'-biphenyl]-4-yl)methyl-d)bicyclo[2.2.1]heptane-2-carboxamido)-5-fluorophenyl)acrylate